N[C@H](C(=O)O)CCN(CCOC)CC(CCC1=NC=2NCCCC2C=C1)(F)F (S)-2-amino-4-((2,2-difluoro-4-(5,6,7,8-tetrahydro-1,8-naphthyridin-2-yl)butyl)(2-methoxyethyl)amino)butanoic acid